C(C(C)(C)C)(=O)OOC(CC(C)(C)C)(C)C 1,1,3,3-tetramethylbutyl peroxy-pivalate